(E)-1-(8-bromo-2-methylimidazo[1,2-a]pyridin-3-yl)-3-(2,6-dichlorophenyl)prop-2-en-1-one BrC=1C=2N(C=CC1)C(=C(N2)C)C(\C=C\C2=C(C=CC=C2Cl)Cl)=O